methylchlorosilane silicon [Si].C[SiH2]Cl